2-methylpropan-2-yl 9-[1-(4-chloro-2-fluorophenyl)ethyl]-1,2,3,4-tetrahydrobenzo[4,5]imidazo[1,2-a]pyrazine-2-carboxylate ClC1=CC(=C(C=C1)C(C)C1=CC=CC2=C1N=C1N2CCN(C1)C(=O)OC(C)(C)C)F